C12CNCC(CC1)N2CC2=C1CN(C(C1=CC=C2)=O)C2CNCCC2 3-(4-((3,8-diazabicyclo[3.2.1]octane-8-yl)methyl)-1-oxoisoindoline-2-yl)piperidine